N1(N=CC=C1)CCC=O 3-(1H-PYRAZOL-1-YL)PROPANAL